2-chloro-4-fluoro-N-(2-methoxy-5-(4-(8-((E)-4-oxopent-2-enoyl)-3,8-diazabicyclo[3.2.1]octan-3-yl)quinazolin-6-yl)pyridin-3-yl)benzenesulfonamide ClC1=C(C=CC(=C1)F)S(=O)(=O)NC=1C(=NC=C(C1)C=1C=C2C(=NC=NC2=CC1)N1CC2CCC(C1)N2C(\C=C\C(C)=O)=O)OC